(2,6-dichlorophenyl)boric acid ClC1=C(C(=CC=C1)Cl)OB(O)O